N-(2-aminophenyl)-4-(((6-(5-fluoro-6-methoxypyridin-3-yl)-4-methylquinazolin-8-yl)oxy)methyl)benzamide (R)-methyl-5-(azetidin-2-ylmethoxy)-2-methylbenzoate COC(C1=C(C=CC(=C1)OC[C@@H]1NCC1)C)=O.NC1=C(C=CC=C1)NC(C1=CC=C(C=C1)COC=1C=C(C=C2C(=NC=NC12)C)C=1C=NC(=C(C1)F)OC)=O